methyl 5-[(tert-butyldimethylsilyl)sulfamoyl]furan-3-carboxylate [Si](C)(C)(C(C)(C)C)NS(=O)(=O)C1=CC(=CO1)C(=O)OC